NC=1SC2=C(C1C#N)C(=CC=C2F)C=2C1=C(C=3C(=NC(=NC3C2F)OCCOC)N2C3CNCC2CC3)COC1 2-Amino-4-[1-(3,8-diazabicyclo[3.2.1]octan-8-yl)-5-fluoro-3-(2-methoxyethoxy)-7,9-dihydrofuro[3,4-f]quinazolin-6-yl]-7-fluoro-benzothiophene-3-carbonitrile